ethyl 2-((7-(2-fluoro-4-hydroxy-3-isopropylbenzyl)-2,3-dihydro-1H-inden-4-yl)oxy)acetate FC1=C(CC=2C=CC(=C3CCCC23)OCC(=O)OCC)C=CC(=C1C(C)C)O